CC1=CC=CC(=N1)C(=O)NC1COCC1 6-methyl-N-(tetrahydrofuran-3-yl)pyridinecarboxamide